3,4,5-tri(tetradecyloxy)benzoic acid C(CCCCCCCCCCCCC)OC=1C=C(C(=O)O)C=C(C1OCCCCCCCCCCCCCC)OCCCCCCCCCCCCCC